COC(C(F)(F)OC)(F)F 1,2-dimethoxy-1,1,2,2-tetrafluoroethane